2-Chloro-1,10-phenanthroline ClC1=NC2=C3N=CC=CC3=CC=C2C=C1